ethyl 5-(3-(dimethylcarbamoyl) phenoxy)-6-nitrobenzofuran-2-carboxylate CN(C(=O)C=1C=C(OC=2C(=CC3=C(C=C(O3)C(=O)OCC)C2)[N+](=O)[O-])C=CC1)C